C1(C\C=C/CCCC1)=O (Z)-cyclooct-3-en-1-one